N-ethyl-5-fluoro-2-[3-methyl-6-(1-{[(1r,4r)-4-aminocyclohexyl]methyl}pyrrolidin-3-yl)imidazo[1,5-a]pyridin-8-yl]-N-(isopropyl)benzamide C(C)N(C(C1=C(C=CC(=C1)F)C=1C=2N(C=C(C1)C1CN(CC1)CC1CCC(CC1)N)C(=NC2)C)=O)C(C)C